N1-(3-(dimethylamino)propyl)-N1,N3,N3-trimethylpropane-1,3-diamine CN(CCCN(CCCN(C)C)C)C